1-((3-(2-Chloro-8-cyanoindolizin-5-yl)pyridin-4-yl)thio)cyclobutan ClC=1C=C2C(=CC=C(N2C1)C=1C=NC=CC1SC1CCC1)C#N